1-(4-chlorophenyl)-5-methyl-N-[(1R,3S)-3-{[2-(trifluoromethyl)quinolin-4-yl]amino}cyclohexyl]-1H-pyrazole-4-carboxamide ClC1=CC=C(C=C1)N1N=CC(=C1C)C(=O)N[C@H]1C[C@H](CCC1)NC1=CC(=NC2=CC=CC=C12)C(F)(F)F